C(CCCCCCC\C=C/CCCCCCCC)(=O)C(C(C(=O)[O-])C)(N(C)C)C(CCCCCCC\C=C/CCCCCCCC)=O dioleoylmethyl-3-dimethylaminopropionate